N-(2,4-difluorophenyl)-2-[3-trifluoromethylphenoxy]-3-pyridinecarboxamide FC1=C(C=CC(=C1)F)NC(=O)C=1C(=NC=CC1)OC1=CC(=CC=C1)C(F)(F)F